N-[5-(5-Cyclopropyl-2-methyl-1,2,4-triazol-3-yl)-4-fluoro-2-methylphenyl]pyrazolo[1,5-a]pyridine-3-carboxamide C1(CC1)C=1N=C(N(N1)C)C=1C(=CC(=C(C1)NC(=O)C=1C=NN2C1C=CC=C2)C)F